N-cyclopentyl-1-(4-(1-(Tetrahydro-2H-pyran-2-yl)-1H-pyrazol-4-yl)phenyl)piperidine-4-carboxamide C1(CCCC1)NC(=O)C1CCN(CC1)C1=CC=C(C=C1)C=1C=NN(C1)C1OCCCC1